ClC1=C(C(=CC2=C1N=C(S2)C#N)F)NC2C(CN(CC2)C(=O)OC(C)(C)C)(C)C tert-butyl 4-[(4-chloro-2-cyano-6-fluoro-1,3-benzothiazol-5-yl)amino]-3,3-dimethyl-piperidine-1-carboxylate